NC=1C=NC=C(C1)OC(F)(F)F 3-amino-5-trifluoromethoxypyridine